6-(3-(hydroxymethyl)azetidin-1-yl)nicotinonitrile OCC1CN(C1)C1=NC=C(C#N)C=C1